2,5-dichloro-7-(3-((5-methyl-4-nitro-1-(tetrahydro-2H-pyran-4-yl)-1H-pyrazol-3-yl)oxy)propyl)-7H-pyrrolo[2,3-d]pyrimidine ClC=1N=CC2=C(N1)N(C=C2Cl)CCCOC2=NN(C(=C2[N+](=O)[O-])C)C2CCOCC2